CC1=C(C=CC(=C1)B1OC(C(O1)(C)C)(C)C)O 2-methyl-4-(4,4,5,5-tetramethyl-1,3,2-dioxaborolan-2-yl)-phenol